BrC=1C=CC2=C(CN(S2)CC2=CC=C(C=C2)OC)C1 5-bromo-2-(4-methoxybenzyl)-2,3-dihydrobenzo[d]isothiazole